3,6,9-Trioxaundecane-1,11-diol C(COCCOCCOCCO)O